ferrocene-butanoic acid [C-]1(C=CC=C1)CCCC(=O)O.[CH-]1C=CC=C1.[Fe+2]